N1(C=NC=C1)C(=O)N1CCN(CC1)C(=O)OC(C)(C)C tert-butyl 4-(1H-imidazole-1-carbonyl)piperazine-1-carboxylate